C(\C=C/CCC)O (Z)-hex-2-ene-1-ol